4-{[3-bromo-1-(4-methoxyphenyl)-1H-pyrazol-4-yl]methyl}-6-hydroxy-5-oxo-4,5-dihydrothieno[3,2-b]pyridine-7-carboxylic acid BrC1=NN(C=C1CN1C2=C(C(=C(C1=O)O)C(=O)O)SC=C2)C2=CC=C(C=C2)OC